7-chloro-2-oxoindoline-5-sulfonyl chloride ClC=1C=C(C=C2CC(NC12)=O)S(=O)(=O)Cl